C1(CCC1)CN(C(OC(C)(C)C)=O)CC#C tert-butyl N-(cyclobutylmethyl)-N-prop-2-ynyl-carbamate